1,3,5-trichlorophloroglucinol ClC1(O)CC(O)(CC(O)(C1)Cl)Cl